2-Hydroxy-6-methoxy-1-(4-methoxyphenyl)-2-[4-(methyldioxy-λ6-sulfanyl)phenyl]-2,3-dihydro-1H-indol-3-one OC1(N(C2=CC(=CC=C2C1=O)OC)C1=CC=C(C=C1)OC)C1=CC=C(C=C1)[SH4]OOC